2-(5-(3-methylisoxazol-4-yl)-1,3,4-oxadiazol-2-yl)-N-(4-(trifluoromethyl)phenyl)aniline CC1=NOC=C1C1=NN=C(O1)C1=C(NC2=CC=C(C=C2)C(F)(F)F)C=CC=C1